C(C1=CC=CC=C1)OC(=O)C=1C=NC(=CC1C1=CC(=NC=C1OC)Cl)C 2'-chloro-5'-methoxy-6-methyl-(4,4'-bipyridine)-3-carboxylic acid benzyl ester